ClC=1C=CC(=NC1)C1=CC=C(C(=O)NCC(=O)N2CC3(OCCO3)C[C@H]2C(=O)O)C=C1 (S)-7-((4-(5-chloropyridin-2-yl)benzoyl)glycyl)-1,4-dioxa-7-azaspiro[4.4]nonane-8-carboxylic acid